NN(CCC(=O)O)C(=O)O azaglutamic acid